tert-butyl 4-[4-(2,6-dioxopiperidin-3-yl)phenyl]-1,2,3,6-tetrahydropyridine-1-carboxylate O=C1NC(CCC1C1=CC=C(C=C1)C=1CCN(CC1)C(=O)OC(C)(C)C)=O